C1(CC1)C[C@@H]1C[C@@H]2[C@H](N[C@H]1CC2)C(=O)N2CC1(CN(C1)C1=NC=NC=C1OC1=C(C(=O)N(C(C)C)C(C)C)C=C(C=C1)F)C2 2-[(4-{6-[(1s,3s,4r,6r)-6-(cyclopropylmethyl)-2-azabicyclo[2.2.2]octane-3-carbonyl]-2,6-diazaspiro[3.3]hept-2-yl}pyrimidin-5-yl)oxy]-5-fluoro-N,N-di(prop-2-yl)benzamide